C(C=C)C1=C(N=C(S1)C1=CC=C(C=C1)OCC)C(=O)OC(C)(C)C tert-Butyl 5-allyl-2-(4-ethoxyphenyl)thiazole-4-carboxylate